6-fluoro-3,3-bis(6-(((R)-2-hydroxy-4-methyl-pentyl)oxy)benzo[d][1,3]dioxol-5-yl)indolin-2-one FC1=CC=C2C(C(NC2=C1)=O)(C1=CC2=C(OCO2)C=C1OC[C@@H](CC(C)C)O)C1=CC2=C(OCO2)C=C1OC[C@@H](CC(C)C)O